(Z)-1-acetyl-3-((5-isopropyl-1-(3-phenylpropyl)-1H-imidazol-4-yl)methylene)piperazine-2,5-dione C(C)(=O)N1C(/C(/NC(C1)=O)=C/C=1N=CN(C1C(C)C)CCCC1=CC=CC=C1)=O